CN1N=CC=2C1=NC(=CN2)N[C@@H](C)C=2C=C(C=CC2)NC(=O)C=2C=C1CCCOC1=CC2 (S)-N-(3-(1-((1-methyl-1H-pyrazolo[3,4-b]pyrazin-6-yl)amino)ethyl)phenyl)chromane-6-carboxamide